CC=1C(=CC=NC1)N1CC=CC=C1C 5',6-dimethyl-[1,4'-bipyridine]